(1S)-2-[4-(1,3-benzoxazol-2-yl)-5-hydroxy-1-methyl-6-oxopyrimidin-2-yl]-1-(2-chlorophenyl)-3,4-dihydro-1H-isoquinoline-7-carboxylic acid O1C(=NC2=C1C=CC=C2)C=2N=C(N(C(C2O)=O)C)N2[C@@H](C1=CC(=CC=C1CC2)C(=O)O)C2=C(C=CC=C2)Cl